7-Methoxy-1,2,3,4-tetrahydro-1,6-naphthyridine COC1=NC=C2CCCNC2=C1